O=C1NC(CCC1N1C(C2=CC=CC(=C2C1)SCCCCNC1=CC=C(C(=O)N2CCC(CC2)CCCCNC(\C=C\C=2C=NC=CC2)=O)C=C1)=O)=O (E)-N-(4-(1-(4-((4-((2-(2,6-dioxopiperidin-3-yl)-1-oxoisoindolin-4-yl)thio)butyl)amino)benzoyl)piperidin-4-yl)butyl)-3-(pyridin-3-yl)acrylamide